ClCC1=CC=C(C=C1)N1C(=NC=2C1=NC(=CC2)C2=NC=C(C=C2)F)C=2C(=NC=CC2F)N 3-(3-(4-(Chloromethyl)phenyl)-5-(5-fluoropyridin-2-yl)-3H-imidazo[4,5-b]pyridin-2-yl)-4-fluoropyridin-2-amine